[Fe].[Ni].[Sb].[Sn] tin antimony nickel iron